COC=1C=C(C=CC1)NC(=O)NC=1SC2=C(N1)C=C(C=C2)C=2C=C1C(N(C=NC1=CC2)CCN2CCOCC2)=O 1-(3-methoxyphenyl)-3-(5-(3-(2-morpholinoethyl)-4-oxo-3,4-dihydro-quinazolin-6-yl)benzo[d]thiazol-2-yl)urea